ClC1=NC=C2C=C(N=C(C2=C1)N[C@H]1COCC1)C(F)F (R)-7-chloro-3-(difluoromethyl)-N-(tetrahydrofuran-3-yl)-2,6-naphthyridine-1-amine